C(C1=CC=CC=C1)C1C(C1(N)C1COCC1)CC1=CC=CC=C1 dibenzyl-1-(tetrahydrofuran-3-yl)cyclopropan-1-amine